C(C)(C)(C)N1C=CC2=CC(=CC=C12)N(C(O)=O)C(=O)OC(C)(C)C.ClC1=CNC2=CC=C(C=C12)N 3-Chloro-1H-indol-5-amine tert-Butyl-(tert-butoxycarbonyl)(1H-indol-5-yl)carbamate